COC1=C(C=CC=C1)[N+]=1[N-]OC(C1)=O (2-methoxyphenyl)sydnone